dichlorosilacyclobutyl-bis[2-(5-methyl-2-furyl)-4-(4-tert-butylphenyl)-5,6-dimethyl-1-indenyl]zirconium ClC1(C[SiH](C1)[Zr](C1C(=CC2=C(C(=C(C=C12)C)C)C1=CC=C(C=C1)C(C)(C)C)C=1OC(=CC1)C)C1C(=CC2=C(C(=C(C=C12)C)C)C1=CC=C(C=C1)C(C)(C)C)C=1OC(=CC1)C)Cl